1-[3-(4-Chloro-2-methyl-2H-pyrazol-3-yl)-4-methoxy-phenyl]-3-naphthalen-1-yl-urea ClC1=C(N(N=C1)C)C=1C=C(C=CC1OC)NC(=O)NC1=CC=CC2=CC=CC=C12